NC=1C=C(C(=O)C=2C(C(C(=C(C2)C2=CC(=CC=C2)N)C(C2=CC(=CC=C2)N)=O)N)(O)O)C=CC1 bis(3-aminobenzoyl)-3,3'-diamino-4,4-dihydroxybiphenyl